Methyl (R)-2-((tert-butoxycarbonyl)amino)-5-(4-chlorophenyl)-5-oxo-pentanoate C(C)(C)(C)OC(=O)N[C@@H](C(=O)OC)CCC(=O)C1=CC=C(C=C1)Cl